trans-tert-butyl-3-fluoro-4-(5-fluoro-7-(8-fluoro-2-methylimidazo[1,2-a]pyridin-6-yl)-4-oxoquinazolin-3(4H)-yl)piperidine-1-carboxylate C(C)(C)(C)OC(=O)N1C[C@H]([C@@H](CC1)N1C=NC2=CC(=CC(=C2C1=O)F)C=1C=C(C=2N(C1)C=C(N2)C)F)F